N-[(3S)-9-fluoro-2-oxo-5-phenyl-1,3-dihydro-1,4-benzodiazepine-3-Yl]-2-(5-fluoropyridin-3-yl)-6-methylimidazo[1,2-b]pyridazine-3-carboxamide FC1=CC=CC=2C(=N[C@@H](C(NC21)=O)NC(=O)C2=C(N=C1N2N=C(C=C1)C)C=1C=NC=C(C1)F)C1=CC=CC=C1